tert-Butyl 2-(4-(((tert-butoxycarbonyl)(methyl)amino)methyl)benzoyl)hydrazine-1-carboxylate C(C)(C)(C)OC(=O)N(C)CC1=CC=C(C(=O)NNC(=O)OC(C)(C)C)C=C1